5-(2-((tert-butoxycarbonyl)amino)ethyl)oxazole-4-carboxylic acid ethyl ester C(C)OC(=O)C=1N=COC1CCNC(=O)OC(C)(C)C